estradiene-3-one C[C@@]12C=CC=C1[C@@H]1CCC3CC(CC[C@@H]3[C@H]1CC2)=O